di-tert-butyl 3,3'-((2-((tert-butyldimethylsilyl)oxy)ethyl)azanediyl)dipropionate [Si](C)(C)(C(C)(C)C)OCCN(CCC(=O)OC(C)(C)C)CCC(=O)OC(C)(C)C